benzyl (2S)-1-[(2S)-2-amino-4-tert-butoxy-4-oxobutanoyl]pyrrolidine-2-carboxylate N[C@H](C(=O)N1[C@@H](CCC1)C(=O)OCC1=CC=CC=C1)CC(=O)OC(C)(C)C